6-chloro-1-(difluoromethyl)-5-iodo-2-methyl-1,3-benzodiazole ClC=1C(=CC2=C(N(C(=N2)C)C(F)F)C1)I